8-Bromo-N-methyl-N-(4'-methyl-[1,1'-biphenyl]-3-yl)-[1,2,4]triazolo[4,3-a]quinazolin-5-amine BrC1=CC=C2C(=NC=3N(C2=C1)C=NN3)N(C=3C=C(C=CC3)C3=CC=C(C=C3)C)C